N1-(2,4-difluoro-5-((6-(4-isopropyl-4H-1,2,4-triazol-3-yl)pyridin-2-yl)carbamoyl)phenyl)-N4-(6-((2-(2,6-dioxopiperidin-3-yl)-1,3-dioxoisoindolin-4-yl)amino)hexyl)succinamide FC1=C(C=C(C(=C1)F)C(NC1=NC(=CC=C1)C1=NN=CN1C(C)C)=O)NC(CCC(=O)NCCCCCCNC1=C2C(N(C(C2=CC=C1)=O)C1C(NC(CC1)=O)=O)=O)=O